C1(CC1)C=1NC(=NN1)C1CC2(CN(C2)C(=O)N2CC(C2)OC=2C=C(C=CC2)C(C(=O)O)(C)C)C1 2-[3-[1-[6-(5-cyclopropyl-4H-1,2,4-triazol-3-yl)-2-azaspiro[3.3]heptane-2-carbonyl]azetidin-3-yl]oxyphenyl]-2-methyl-propanoic Acid